bis([2-(3,4-epoxycyclohexyl)ethyl]dimethylsiloxy)silane C1(CC2C(CC1)O2)CC[Si](O[SiH2]O[Si](CCC2CC1C(CC2)O1)(C)C)(C)C